Cl.N1C[C@@H](CCC1)CCC1=CC=C(C=C1)NC(=O)C1=NC=C(C=C1F)F |r| (RS)-3,5-Difluoro-pyridine-2-carboxylic acid [4-(2-piperidin-3-yl-ethyl)-phenyl]-amide hydrochloride